(5S)-3-[3-(3-cyclopropyl-2-fluorophenoxy)-6-(dichloromethyl)pyridazin-4-yl]-5-(2,4-dimethylbenzyl)-5,6-dihydro-4H-1,2,4-oxadiazine C1(CC1)C=1C(=C(OC=2N=NC(=CC2C2=NOC[C@@H](N2)CC2=C(C=C(C=C2)C)C)C(Cl)Cl)C=CC1)F